(S)-N-(7-(3-Hydroxy-3-methylbut-1-yn-1-yl)-5-methyl-4-oxo-2,3,4,5-tetrahydrobenzo[b][1,4]oxazepin-3-yl)-4-(pyrimidin-2-ylmethyl)-1H-pyrazol-1-carboxamid OC(C#CC1=CC2=C(OC[C@@H](C(N2C)=O)NC(=O)N2N=CC(=C2)CC2=NC=CC=N2)C=C1)(C)C